N-(6-((5-bromo-2-((5-bromo-2-chloro-4-(4-(4-methylpiperazin-1-yl)piperidin-1-yl)phenyl)amino)pyrimidin-4-yl)amino)-2,3-dihydrobenzofuran-5-yl)methanesulfonamide BrC=1C(=NC(=NC1)NC1=C(C=C(C(=C1)Br)N1CCC(CC1)N1CCN(CC1)C)Cl)NC1=CC2=C(CCO2)C=C1NS(=O)(=O)C